7-cyclobutoxy-N-(1-cyclopropyl-2-oxo-1,2-dihydropyridin-3-yl)-2-((1R,4S)-1-methyl-2-oxabicyclo[2.2.1]heptan-4-yl)imidazo[1,2-a]pyridine-6-carboxamide C1(CCC1)OC1=CC=2N(C=C1C(=O)NC=1C(N(C=CC1)C1CC1)=O)C=C(N2)[C@]21CO[C@](CC2)(C1)C